2-(1-methyl-3-(1-methylcyclopropyl)-1H-indazol-4-yl)-2-(3-((5-(5,6,7,8-tetrahydro-1,8-naphthyridin-2-yl)pentyl)oxy)azetidin-1-yl)acetic acid CN1N=C(C2=C(C=CC=C12)C(C(=O)O)N1CC(C1)OCCCCCC1=NC=2NCCCC2C=C1)C1(CC1)C